N1[C@H](CCCC1)CO [(2R)-2-piperidyl]methanol